1,3-Dimethyl-nipecotic acid CN1CC(C(=O)O)(CCC1)C